3-(7-chloro-6-methoxyquinazolin-4-yloxy)-4-methyl-N-(4-(4-methylpiperazin-1-yl)-3-(trifluoromethyl)phenyl)benzamide ClC1=C(C=C2C(=NC=NC2=C1)OC=1C=C(C(=O)NC2=CC(=C(C=C2)N2CCN(CC2)C)C(F)(F)F)C=CC1C)OC